ClC1=C(C=CC(=C1)Cl)C[C@@H](C[C@@H]([C@H](C(C)(C)C)O)N1N=CNC1=S)C [(2S,4S,5S)-1-(2,4-dichlorophenyl)-5-hydroxy-2,6,6-trimethylheptan-4-yl]-2,4-dihydro-3H-1,2,4-triazole-3-thione